(3-cyclopropylbut-1-yn-1-yl)triisopropylsilane C1(CC1)C(C#C[Si](C(C)C)(C(C)C)C(C)C)C